COC1=C(N)C=C(C(=C1)F)[N+](=O)[O-] 2-Methoxy-4-fluoro-5-nitroaniline